FC(C(=O)O)(F)F.FC(C(=O)O)(F)F.N1CC(C1)C1=NC(=NC2=C(C(=C(C=C12)Cl)C1=CC(=CC2=CC=CC=C12)O)F)N1CC(C1)N(C)C (R or S)-4-(4-(azetidin-3-yl)-6-chloro-2-(3-(Dimethylamino)azetidine-1-yl)-8-fluoroquinazolin-7-yl)naphthalene-2-ol bistrifluoroacetate